3-Bromo-4-(((tert-butyldimethylsilyl)oxy)methyl)-N-(3-methoxy-2,6-dimethylphenyl)pyridine-2-amine BrC=1C(=NC=CC1CO[Si](C)(C)C(C)(C)C)NC1=C(C(=CC=C1C)OC)C